C(C1=CC=CC=C1)SC1=CC=C(C=C1)N(C([C@H](CC1=CC=CC=C1)NC(OC(C)(C)C)=O)=O)C tert-butyl (s)-1-((4-(benzylthio) phenyl) (methyl) amino)-1-oxo-3-phenylprop-2-ylcarbamate